octane-1,8-dithiol C(CCCCCCCS)S